ClC1=C(C=CC=C1C(F)(F)F)C1=CC(=C(C(=N1)C(CCC(=O)O)=O)O)C#N 4-[6-(2-Chloro-3-trifluoromethyl-phenyl)-4-cyano-3-hydroxy-pyridin-2-yl]-4-oxo-butyric acid